ClC1=NC=CC(=C1C)N1N=CC(=C1C(F)(F)F)C(=O)OCC ethyl 1-(2-chloro-3-methylpyridin-4-yl)-5-(trifluoromethyl)-1H-pyrazole-4-carboxylate